6-Amino-3-((1S,3R)-4'-chloro-3-(2-oxopyridin-1(2H)-yl)-1',2'-dihydrospiro[cyclopentane-1,3'-pyrrolo[2,3-b]pyridin]-5'-yl)-2-fluoro-N,N-dimethylbenzamide NC1=CC=C(C(=C1C(=O)N(C)C)F)C=1C(=C2C(=NC1)NC[C@@]21C[C@@H](CC1)N1C(C=CC=C1)=O)Cl